Cl.NC(C(C(=O)N)=O)N1CCCC1 amino-2-oxo-3-pyrrolidinopropionamide hydrochloride